(Isopropylidene)-aminooxyacetic acid C(C)(C)=C(C(=O)O)ON